ClC1=C(C=2N=C(N=C(C2C=N1)OCC(F)(F)F)OC[C@]12CCCN2C\C(\C1)=C/F)F (S-1Z)-7-chloro-8-fluoro-2-((2-(fluoromethylene)tetrahydro-1H-pyrrolizin-7a(5H)-yl)methoxy)-4-(2,2,2-trifluoroethoxy)pyrido[4,3-d]pyrimidine